CCC(CC)OOC(C(CCCCCCC(CCCCCCCC(=O)OOC(CC)CC)NC1CC2(COC2)C1)(OC(CC)CC)OC(CC)CC)=O bis(3-pentyloxy)9-((2-oxaspiro[3.3]heptan-6-yl)amino)heptadecanedioic acid bis(3-pentyloxy) ester